BrC=1SC=CC1CCO[Si](C1=CC=CC=C1)(C1=CC=CC=C1)C(C)(C)C (2-(2-Bromothiophen-3-yl)ethoxy)(tert-butyl)diphenylsilane